(methoxy-d3)-1-trityl-1H-pyrazolo[4,3-b]pyridine 4-oxide C(OC1=NN(C=2C1=[N+](C=CC2)[O-])C(C2=CC=CC=C2)(C2=CC=CC=C2)C2=CC=CC=C2)([2H])([2H])[2H]